7-(1-bromoethyl)-1-methyl-1,5-dihydro-4H-pyrazolo[4,3-c]quinolin-4-one BrC(C)C=1C=CC=2C3=C(C(NC2C1)=O)C=NN3C